3-(bromomethyl)-4-chloropyridine BrCC=1C=NC=CC1Cl